OC1=C(C(=O)C2=C(C=C(C=C2)O)O)C=CC(=C1)O 2,4,2',4'-tetrahydroxybenzophenone